4-(6,8-difluoro-2-(((2R,7aS)-2-fluorohexahydro-1H-pyrrolizin-7a-yl)methoxy)-4-(1,6-dioxa-9-azaspiro[3.6]decan-9-yl)quinazolin-7-yl)-5-ethyl-6-fluoronaphthalen-2-ol FC=1C=C2C(=NC(=NC2=C(C1C1=CC(=CC2=CC=C(C(=C12)CC)F)O)F)OC[C@]12CCCN2C[C@@H](C1)F)N1CCOCC2(CCO2)C1